OC1=NC=C(C(=N1)O)B(O)O 2,4-DIHYDROXYPYRIMIDIN-5-YLBORONIC ACID